1-(Benzyloxy)dodecane-3-ol C(C1=CC=CC=C1)OCCC(CCCCCCCCC)O